3-ethyl-3-{[(3-ethyl-oxetane-3-yl)methoxy]methyl}oxetane C(C)C1(COC1)COCC1(COC1)CC